OC1=CC(=NC2=CC(=CC=C12)C(=O)O)C1=CC=C(C=C1)C(F)(F)F 4-hydroxy-2-(4-(trifluoromethyl)phenyl)quinoline-7-carboxylic acid